ClC=1C(=NC(=NC1)NC=1C=NN(C1)C1CN(C1)CC(C)C)NCCCN1C(CCC1)=O 1-(3-((5-chloro-2-((1-(1-isobutylazetidin-3-yl)-1H-pyrazol-4-yl)amino)pyrimidin-4-yl)amino)propyl)pyrrolidin-2-one